(2S,SR)-5-(N-(allyloxy)-2-nitrophenylsulfonamido)-1-(tert-butoxycarbonyl)-4-methyl-1,2,5,6-tetrahydropyridine-2-carboxylic acid C(C=C)ON(S(=O)(=O)C1=C(C=CC=C1)[N+](=O)[O-])[C@H]1C(=C[C@H](N(C1)C(=O)OC(C)(C)C)C(=O)O)C |&1:17|